ClC1=CC=C(C(=N1)C(=O)O)N[C@H](C)C1=C2N=C(C(=NC2=CC(=C1)C)C#N)N1CC(CCC1)(F)F (R)-6-chloro-3-((1-(2-cyano-3-(3,3-difluoropiperidin-1-yl)-7-methylquinoxalin-5-yl)ethyl)amino)picolinic acid